di-t-butoxybis(ethoxyacetoacetyl)zirconium C(C)(C)(C)O[Zr](C(CC(=O)COCC)=O)(C(CC(=O)COCC)=O)OC(C)(C)C